O1CCN(CC1)[C@H]1CC2(CN(C2)C(=O)OC(C)(C)C)CC1 tert-butyl (R)-6-morpholino-2-azaspiro[3.4]octane-2-carboxylate